2,5-di-t-butylhydroquinonediglycidyl ether C(C)(C)(C)C12C(O)C=C(C(=C1C1C(COCC3C2O3)O1)O)C(C)(C)C